2,2,2-trifluoroethyl 2-[[6-(tert-butoxycarbonylamino)-5-ethyl-3-pyridyl]amino]-2-oxo-acetate C(C)(C)(C)OC(=O)NC1=C(C=C(C=N1)NC(C(=O)OCC(F)(F)F)=O)CC